C/C(/C=O)=C\C(CC=C(C)C)(C1=CC2=CC=CC=C2C=C1)C (E)-2,4,7-trimethyl-4-(naphthalen-2-yl)octa-2,6-dienal